(R)-N-(2,6-difluoro-4-hydroxybenzyl)-2-((S)-2-(isoindolin-2-yl)-2-phenylacetamido)-5-((Z)-2-((2-propionamidoethyl)carbamoyl)guanidino)pentanamide FC1=C(CNC([C@@H](CCCN\C(=N/C(NCCNC(CC)=O)=O)\N)NC([C@H](C2=CC=CC=C2)N2CC3=CC=CC=C3C2)=O)=O)C(=CC(=C1)O)F